O1COC2=C1C=CC(=C2)C(C)O 1-(benzo[d][1,3]dioxol-5-yl)ethan-1-ol